NC=1SC2=C(N=C(N=C2N[C@@H](CO)CC(C)C)SC(C)C2=NC=CC=C2)N1 (2R)-2-({2-amino-5-[(1-pyridin-2-ylethyl)thio][1,3]thiazolo[4,5-d]pyrimidin-7-yl}amino)-4-methylpentan-1-ol